(morpholin-4-yl)pyridazine-3-carboxamide N1(CCOCC1)C1=C(N=NC=C1)C(=O)N